C[C@@]12CC[C@@H](C1(C)C)C[C@H]2NC(=O)CCN3C4=CC=CC=C4N=C3C5CCCCC5 The molecule is a member of the class of benzimidazoles that is the amide obtained by formal condensation of the carboxy group of 3-(2-cyclohexylbenzimidazol-1-yl)propanoic acid with the amino group of (1R,2R,4R)-1,7,7-trimethylbicyclo[2.2.1]heptan-2-amine. An inhibitor of teichoic acid biosynthesis. It has a role as a teichoic acid biosynthesis inhibitor. It is a member of benzimidazoles, a monocarboxylic acid amide and a bridged compound.